NC=1C=2N(C=C(N1)C=1C(=NOC1C)C)C(=CN2)C=2C=C(C=CC2C)S(=O)(=O)N[C@@H]2CC[C@H](CC2)O 3-[8-amino-6-(3,5-dimethylisoxazol-4-yl)imidazo[1,2-a]pyrazin-3-yl]-N-(trans-4-hydroxycyclohexyl)-4-methylbenzenesulfonamide